COC=1C=C2C(=CC=NC2=CC1OCCCN1CCCC1)NCCCN(C)C N1-(6-methoxy-7-(3-(pyrrolidin-1-yl)propoxy)quinolin-4-yl)-N3,N3-dimethylpropane-1,3-diamine